tert-butyl (1S,3aR,6aS)-5-(4-chloro-2-hydroxybenzyl)-1-methylhexahydropyrrolo[3,4-c]pyrrole-2(1H)-carboxylate ClC1=CC(=C(CN2C[C@@H]3[C@H](C2)CN([C@H]3C)C(=O)OC(C)(C)C)C=C1)O